Dimethyl 4-(prop-2-yn-1-yloxy)pyridine-2,6-dicarboxylate C(C#C)OC1=CC(=NC(=C1)C(=O)OC)C(=O)OC